ClC1=CC(=NC=N1)NC(=O)CN1CCC(CC1)C(=O)OC(C)(C)C tert-butyl 1-{[(6-chloropyrimidin-4-yl)carbamoyl]methyl}piperidine-4-carboxylate